BrC=1C=CC=C2C=CC(NC12)=O 8-bromoquinolin-2(1H)-one